1-(4-{[5-amino-6-fluoro-7-(8-methyl-2,3-dihydro-1H-pyrido[2,3-b][1,4]oxazin-7-yl)quinazolin-2-yl]amino}-5-chloro-1H-pyrazol-1-yl)-2-methylpropan-2-ol NC1=C2C=NC(=NC2=CC(=C1F)C1=C(C2=C(OCCN2)N=C1)C)NC=1C=NN(C1Cl)CC(C)(O)C